2-[2-[2-[2-[2-(2-prop-2-ynoxyethoxy)ethoxy]ethoxy]ethoxy]ethoxy]ethanol C(C#C)OCCOCCOCCOCCOCCOCCO